(S)-3-(3-fluoro-4-(6-(2-vinyl-2H-tetrazol-5-yl)pyridin-3-yl)phenyl)-5-(1-hydroxy-2-fluoroethyl)oxazolidin-2-one FC=1C=C(C=CC1C=1C=NC(=CC1)C=1N=NN(N1)C=C)N1C(O[C@@H](C1)C(CF)O)=O